3-fluoro-2-methoxybenzene FC=1C(=CC=CC1)OC